3-((2R,5S)-4-(6-cyano-1-methyl-2-oxo-1,2-dihydropyrido[3,2-d]pyrimidin-4-yl)-2,5-diethylpiperazin-1-yl)-3-(4-(trifluoromethyl)phenyl)propanoic acid methyl ester COC(CC(C1=CC=C(C=C1)C(F)(F)F)N1[C@@H](CN([C@H](C1)CC)C=1C2=C(N(C(N1)=O)C)C=CC(=N2)C#N)CC)=O